[Br-].C(CCCCCCCCCCC)[NH3+] dodecyl-Ammonium bromide